nonafluorodecanediol FC(C(C(C(C(O)(O)F)(F)F)(F)F)(F)F)(CCCCC)F